propylene glycol monoallyl ether methyl-trans-4-[(6-methylpyridazin-3-yl)methyl]cyclohexanecarboxylate CC1(CCC(CC1)CC=1N=NC(=CC1)C)C(=O)OC(COCC=C)C